C1(CC1)C1=CC(=NC(=C1)C(F)(F)F)C(=O)NC1=CC(=CC=C1)[C@H](CC1=NN=CN1C)C (S)-4-cyclopropyl-N-(3-(1-(4-methyl-4H-1,2,4-triazol-3-yl)propan-2-yl)phenyl)-6-(trifluoromethyl)picolinamide